C(C)(C)(C)C1=CC=C(C=C1)B(O)O 4-(tert-butyl)phenylboronic acid